[(3R)-pyrrolidin-3-yl]methyl 5-[[4-[[2-(6-methyl-2-pyridyl)pyrimidin-4-yl]amino]pyrimidin-2-yl]amino]pyridine-3-carboxylate CC1=CC=CC(=N1)C1=NC=CC(=N1)NC1=NC(=NC=C1)NC=1C=C(C=NC1)C(=O)OC[C@H]1CNCC1